COCC1(CCCCC1)CN1N=CC=C1 1-((1-(methoxymethyl)cyclohexyl)methyl)-1H-pyrazole